2,4-dihydroxy-butanal OC(C=O)CCO